N'-(2,5-Dimethyl-4-phenoxyphenyl)-N-ethyl-N-methyl-formamidin CC1=C(C=C(C(=C1)OC1=CC=CC=C1)C)N=CN(C)CC